C(C1=CC=CC=C1)N1C(N(SC1=O)C1=CC=C(C=C1)OC1=CC=CC=C1)=O 4-benzyl-2-(4-phenoxy-phenyl)-[1,2,4]thiadiazolidine-3,5-dione